FC(S(=O)(=O)OC=1C(=C2C(=C(N1)C=1C=C3C=CN(C3=CC1)C)SC=C2)C2=C(C=C(C=C2OCCOC)F)F)(F)F [4-[2,4-difluoro-6-(2-methoxyethoxy) phenyl]-7-(1-methylindol-5-yl) thieno[2,3-c]pyridin-5-yl] trifluoromethanesulfonate